C(CCC)S(=O)(=O)CCC Propyl butyl sulfone